4-(2-(6-(2-fluorophenyl)-1,1-dioxido-1,2,6-thiadiazinan-2-yl)propanamido)adamantane-1-carboxamide FC1=C(C=CC=C1)N1CCCN(S1(=O)=O)C(C(=O)NC1C2CC3(CC(CC1C3)C2)C(=O)N)C